C1(CC1)C1=CC(=NN1)NC1=NC(=NC=C1)N(C1CCC(CC1)NC(CC1=CC(=CC=C1)C(F)(F)F)=O)C N-((1R,4R)-4-((4-((5-cyclopropyl-1H-pyrazol-3-yl)amino)pyrimidin-2-yl)(methyl)amino)cyclohexyl)-2-(3-(trifluoromethyl)phenyl)acetamide